FC(CN1N=C(C(=C1C)CC=O)C)F 2-(1-(2,2-difluoroethyl)-3,5-dimethyl-1H-pyrazol-4-yl)acetaldehyde